C(C)(C)(C)OC(=O)N1CCC12CCN(CC2)C2=NC=C(C=C2)C=2C=1N(C=C(C2)OCCN2CCOCC2)N=CC1C#N 7-(5-(3-cyano-6-(2-morpholinoethoxy)pyrazolo[1,5-a]pyridin-4-yl)pyridin-2-yl)-1,7-diazaspiro[3.5]nonane-1-carboxylic acid tert-butyl ester